ClC=1C(=NC(=NC1)N[C@H]1CN(CCC1)C(=O)C1CCN(CC1)CCCCCCCNC(COC1=C2C(N(C(C2=CC=C1)=O)C1C(NC(CC1)=O)=O)=O)=O)C1=CNC2=CC=CC=C12 N-(7-(4-((R)-3-((5-chloro-4-(1H-indol-3-yl)pyrimidin-2-yl)amino)piperidine-1-carbonyl)piperidin-1-yl)heptyl)-2-((2-(2,6-dioxopiperidin-3-yl)-1,3-dioxoisoindolin-4-yl)oxy)acetamide